(1R,2S)-2-carbamimidamidocyclopentane-1-carboxylic acid N(C(=N)N)[C@@H]1[C@@H](CCC1)C(=O)O